2-dodecyl-2H-benzo[d][1,2,3]triazole C(CCCCCCCCCCC)N1N=C2C(=N1)C=CC=C2